COCC=1OC2=C(C1)C=C(C=C2)C#CC2=C1C=C(N=CC1=C(N=C2)NC)NC(=O)C2CC2 N-(5-((2-(methoxymethyl)benzofuran-5-yl)ethynyl)-8-(methylamino)-2,7-naphthyridin-3-yl)cyclopropanecarboxamide